1-(2,4-difluorophenyl)-2-(4-methyl-1H-pyrazol-1-yl)ethan-1-one FC1=C(C=CC(=C1)F)C(CN1N=CC(=C1)C)=O